CC(CC1CCC(CC1)CCC=O)C 3-[4-(2-Methylpropyl)cyclohexyl]propanal